tert-Butyl (1R,3s,5S)-3-((((S)-1-(((S)-1-hydroxy-3-((S)-2-oxopyrrolidin-3-yl)propan-2-yl)amino)-4-methyl-1-oxopentan-2-yl)carbamoyl)oxy)-8-azabicyclo[3.2.1]octane-8-carboxylate OC[C@H](C[C@H]1C(NCC1)=O)NC([C@H](CC(C)C)NC(=O)OC1C[C@H]2CC[C@@H](C1)N2C(=O)OC(C)(C)C)=O